FC(S(=O)(=O)N[C@@H]1[C@@H](N(CC1)C(C(C)(C)O)=O)CC=1C(=C(C=CC1)C1=CC(=CC(=C1)F)F)F)F 1,1-difluoro-N-((2S,3S)-1-(2-hydroxy-2-methylpropanoyl)-2-((2,3',5'-trifluorobiphenyl-3-yl)methyl)pyrrolidin-3-yl)methanesulfonamide